[Na+].[O-]P([O-])(=O)OP(=O)([O-])[O-].O=C[C@H](O)[C@@H](O)[C@H](O)[C@H](O)CO.[Na+].[Na+].[Na+] glucose diphosphate sodium salt